N-(5-ethyl-1,3,4-thiadiazol-2-yl)-5'-methoxy-2',6-dimethyl-(4,4'-bipyridine)-3-carboxamide C(C)C1=NN=C(S1)NC(=O)C=1C=NC(=CC1C1=CC(=NC=C1OC)C)C